[6-[4-fluoro-4-(hydroxymethyl)-1-piperidinyl]-2,2-dimethyl-3H-furo[2,3-b]pyridin-5-yl]pyrazolo[1,5-a]pyrimidine-3-carboxamide FC1(CCN(CC1)C1=C(C=C2C(=N1)OC(C2)(C)C)C2=NN1C(N=CC=C1)=C2C(=O)N)CO